[I-].CC1CP2(CCCC2)CC(C1)C 7,9-dimethyl-5-phosphaspiro[4.5]decane iodide